CC1=NC(=CC(=C1)C)C 2,4,6-TRIMETHYLPYRIDINE